((1R,3S)-cyclohexane-1,3-diyl)Dicarbamic acid dibenzyl ester C(C1=CC=CC=C1)OC(N[C@H]1C[C@H](CCC1)NC(OCC1=CC=CC=C1)=O)=O